(3S,7R)-12-(benzyloxy)-3-methyl-1,6,11-trioxo-N-(2,4,6-trifluorobenzyl)-1,6,7,11-tetrahydro-3H-2,7-methanopyrido[1,2-a][1,4]diazonine-10-carboxamide C(C1=CC=CC=C1)OC=1C(C(=CN2C1C(N1[C@H](C=CC([C@H]2C1)=O)C)=O)C(=O)NCC1=C(C=C(C=C1F)F)F)=O